C(C=C)(=O)OC1(COC(OC1)C(COC(C=C)=O)(C)C)CC [2-[1,1-dimethyl-2-[(1-oxoallyl) oxy] ethyl]-5-ethyl-1,3-dioxan-5-yl] acrylate